C1(=CC=CC=C1)N1CCC(CC1)NC=1C=C(C(=O)O)C=CC1 3-((1-phenylpiperidin-4-yl)amino)benzoic acid